Methyl (R)-2-(2-((2,6-dichlorophenyl)amino)phenyl)-2-(((2,2,2-trichloroethoxy)carbonyl)amino)acetate ClC1=C(C(=CC=C1)Cl)NC1=C(C=CC=C1)[C@H](C(=O)OC)NC(=O)OCC(Cl)(Cl)Cl